5-bromo-3-(5-(4-(((1-methylpiperidin-4-yl)amino)methyl)phenyl)-1,3,4-oxadiazol-2-yl)pyridine BrC=1C=C(C=NC1)C=1OC(=NN1)C1=CC=C(C=C1)CNC1CCN(CC1)C